N-methyl-N-(piperidin-4-yl)pyridin-2-amine CN(C1=NC=CC=C1)C1CCNCC1